C1CC(CCC1CN2C(=O)C=CC2=O)C(=O)ON3C(=O)CC(C3=O)S(=O)(=O)[O-].[Na+] Sulphosuccinimidyl-4-(N-maleimidomethyl)cyclohexane-1-carboxylate sodium salt